4,5α-Epoxy-3-methoxy-17-methyl-7-morphinen-6α-ol COC=1C=CC=2C[C@@H]3[C@@H]4C=C[C@@H]([C@H]5[C@@]4(C2C1O5)CCN3C)O